O[Pd](O)(O)O.[Na] sodium tetrahydroxypalladium